3-(5-(1-cyclopropyl-4-((4-hydroxypiperidin-1-yl)methyl)-1H-pyrrolo[2,3-b]pyridin-6-yl)-1-oxoisoindolin-2-yl)piperidine-2,6-dione C1(CC1)N1C=CC=2C1=NC(=CC2CN2CCC(CC2)O)C=2C=C1CN(C(C1=CC2)=O)C2C(NC(CC2)=O)=O